C1(CC1)N1N=C(C=2C(=NC=CC21)NCC2=C(C=C(C=C2)OC)OC)[Sn](C)(C)C 1-cyclopropyl-N-(2,4-dimethoxybenzyl)-3-(trimethylstannyl)-1H-pyrazolo[4,3-c]pyridin-4-amine